S(=O)(=O)(O)F.N1(CCCCC1)C=1C=C2C=CC(=CC2=CC1)C=CS(=O)(=O)N 2-(6-(piperidin-1-yl)naphthalen-2-yl)ethenesulfonamide fluorosulfat